C(C)(C)(C)OC(=O)N1CCN(CC1)C1=C(C(=NC2=C(N=CC=C12)OC1=C2C=NNC2=CC(=C1Cl)F)OC1=C2CCN(CC2=CC=C1)C)C#N 4-(8-((5-chloro-6-fluoro-1H-indazol-4-yl)oxy)-3-cyano-2-((2-methyl-1,2,3,4-tetrahydroisoquinolin-5-yl)oxy)-1,7-naphthyridin-4-yl)piperazine-1-carboxylic acid tert-butyl ester